CC(C(=O)N1CC(CC1)CN(C(=O)N)C1=CC=C(C=C1)OC(F)(F)F)C N-{[1-(2-methylpropanoyl)pyrrolidin-3-yl]methyl}-N-[4-(trifluoromethoxy)phenyl]urea